5-[4-[[5-(4-methylpiperazin-1-yl)pyrimidin-2-yl]amino]cyclohexoxy]-7-morpholino-1,6-naphthyridin-3-ol CN1CCN(CC1)C=1C=NC(=NC1)NC1CCC(CC1)OC1=C2C=C(C=NC2=CC(=N1)N1CCOCC1)O